4-hydroxy-6-oxo-5-(phenylsulfamoyl)-3,6-dihydropyridine-1(2H)-carboxylic acid tert-butyl ester C(C)(C)(C)OC(=O)N1CCC(=C(C1=O)S(NC1=CC=CC=C1)(=O)=O)O